(3-((1R,3S)-3-(Dimethylamino)cyclohexyl)-1,2,3-oxadiazol-3-ium-5-yl)((3-(2-phenyl-acetamido)-5-(trifluoromethyl)phenyl)-carbamoyl)amide CN([C@@H]1C[C@@H](CCC1)[N+]1=NOC(=C1)[N-]C(NC1=CC(=CC(=C1)C(F)(F)F)NC(CC1=CC=CC=C1)=O)=O)C